NN1C(=NC(=C1C(=O)N)C1=CC=C(C=C1)C(NC1=NC=CC(=C1)C)=O)[C@H]1N(CCCC1)C(C=C(C)C)=O (S)-1-amino-2-(1-(3-methylbut-2-enoyl)piperidin-2-yl)-4-(4-((4-methylpyridin-2-yl)carbamoyl)phenyl)-1H-imidazole-5-carboxamide